N1(N=CC=C1)C1=CC=C(C=C1)C1CCCN2C1=NS(CC2)(=O)=O 9-[4-(1H-pyrazol-1-yl)phenyl]-3,4,6,7,8,9-hexahydropyrido[2,1-c][1,2,4]thiadiazine 2,2-dioxide